racemic-2-[[5-(ethylsulfonimidoyl)-2-methyl-6-[3-methyl-6-(trifluoromethyl)imidazo[4,5-b]pyridin-2-yl]-3-pyridyl]oxy]-2-methyl-propanenitrile C(C)[S@](=O)(=N)C=1C=C(C(=NC1C1=NC=2C(=NC=C(C2)C(F)(F)F)N1C)C)OC(C#N)(C)C |r|